CC(C)[C@@H](C(=O)[O-])NC(=O)C The molecule is a monocarboxylic acid anion that is the conjugate base of N-acetyl-L-valine, obtained by deprotonation of the carboxy group; major species at pH 7.3. It is a monocarboxylic acid anion and a N-acyl-L-alpha-amino acid anion. It is a conjugate base of a N-acetyl-L-valine.